ethan-1-one 2,2,2-trifluoroacetate FC(C(=O)O)(F)F.C(C)=O